Bromo-2-(4-chloro-2-fluoro-phenyl)chroman-4-one BrC1(OC2=CC=CC=C2C(C1)=O)C1=C(C=C(C=C1)Cl)F